CC1=C(C(=CC=C1)C)C1=NC=2NS(C=3C=CC=C(C(NC(COC(=C1)N2)C2CC1(C2)CCC1)=O)C3)(=O)=O 6-(2,6-dimethylphenyl)-2,2-dioxo-11-spiro[3.3]heptan-2-yl-9-oxa-2λ6-thia-3,5,12,19-tetrazatricyclo[12.3.1.14,8]nonadeca-1(18),4(19),5,7,14,16-hexaen-13-one